2,2''-bis(trifluoromethyl)[1,1':4',1''-terphenyl]-4,4''-diamine FC(C1=C(C=CC(=C1)N)C1=CC=C(C=C1)C1=C(C=C(C=C1)N)C(F)(F)F)(F)F